N-((2R,3S,5S)-1-(5-fluoro-4-((4-methoxybenzyl)oxy)pyridin-2-yl)-2-((((CIS)-4-(3-fluorophenyl)cyclohexyl)oxy)methyl)-5-(methoxymethyl)pyrrolidin-3-yl)methanesulfonamide FC=1C(=CC(=NC1)N1[C@H]([C@H](C[C@H]1COC)NS(=O)(=O)C)CO[C@@H]1CC[C@@H](CC1)C1=CC(=CC=C1)F)OCC1=CC=C(C=C1)OC